DISODIUM [1-(1-ETHOXYETHYL)PYRAZOL-4-YL]-DIOXIDO-BORANE C(C)OC(C)N1N=CC(=C1)B([O-])[O-].[Na+].[Na+]